(2,5-dioxopyrrolidin-1-yl) 5-[(3aS,4S,6aR)-2-oxo-1,3,3a,4,6,6a-hexahydrothieno[3,4-d]imidazol-4-yl]pentanoate O=C1N[C@H]2[C@@H](N1)CS[C@H]2CCCCC(=O)ON2C(CCC2=O)=O